N1(N=CC=C1)CCC=1N(C=2C(=C3CC[C@@H](N(C3=CC2)C(=O)OC)C)N1)CC(=O)N[C@@H]1CC[C@H](CC1)CO methyl (S)-2-(2-(1H-pyrazol-1-yl)ethyl)-3-(2-(((trans)-4-(hydroxymethyl)cyclohexyl)amino)-2-oxoethyl)-7-methyl-3,7,8,9-tetrahydro-6H-imidazo[4,5-f]quinoline-6-carboxylate